((2S,5R)-5-methyl-2-phenyl-4-(1-(trifluoromethyl)cyclopropanecarbonyl)piperazin-1-yl)-2-oxo-N-(1H-pyrazolo[4,3-c]pyridin-7-yl)acetamide C[C@H]1N(C[C@@H](N(C1)C(C(=O)NC=1C2=C(C=NC1)C=NN2)=O)C2=CC=CC=C2)C(=O)C2(CC2)C(F)(F)F